(2R,4R)-6-chloro-4-hydroxy-N-(3-{4-[3-(trifluoromethyl)pyrrolidine-1-carbonyl]-1H-pyrazol-1-yl}bicyclo[1.1.1]pentan-1-yl)-3,4-dihydro-2H-1-benzopyran-2-carboxamide ClC=1C=CC2=C([C@@H](C[C@@H](O2)C(=O)NC23CC(C2)(C3)N3N=CC(=C3)C(=O)N3CC(CC3)C(F)(F)F)O)C1